6-Fluoro-2-methylpyrido[3,4-d]pyrimidin-4-ol FC1=CC2=C(N=C(N=C2O)C)C=N1